4-(5,7-dimethyl-benzofuran-3-yl)piperidine-hydrochloride Cl.CC=1C=C(C2=C(C(=CO2)C2CCNCC2)C1)C